BrC1=C(N=C(C=2N1N=CC2CO)N2CCC1(CC2)[C@@H](C=2C(=NC=CC2)C1)N[S@](=O)C(C)(C)C)C (R)-N-[(5S)-1'-[7-bromo-3-(hydroxymethyl)-6-methyl-pyrazolo[1,5-a]pyrazin-4-yl]spiro[5,7-dihydrocyclopenta[b]pyridine-6,4'-piperidine]-5-yl]-2-methyl-propane-2-sulfinamide